4H-benzo[b][1,4]oxazin O1C2=C(NC=C1)C=CC=C2